2-(3-chloro-5-(trifluoromethyl)pyridine-2-yl)ethylamine ClC=1C(=NC=C(C1)C(F)(F)F)CCN